C(C)(C)(C)OC(=O)NC(CCC(=O)OCC)C ethyl 4-(tert-butoxycarbonylamino)pentanoate